1-(L-alanyl)-3a-(3-boronopropyl)octahydropyrrolo[3,4-b]pyrrole-4-carboxylic acid N[C@@H](C)C(=O)N1C2C(CC1)(C(NC2)C(=O)O)CCCB(O)O